ClC1=C(C=C(C=C1)S(=O)(=O)N1CC(NC2=CC=C(C=C12)F)=O)C=1OC2=CC=CC=C2C(C1)=O 4-((4-Chloro-3-(4-oxo-4H-chromen-2-yl)phenyl)sulfonyl)-6-fluoro-3,4-dihydro-quinoxalin-2(1H)-one